[C@H]12CC[C@@H](C=C1)C2 (1R,2R,4R)-bicyclo[2.2.1]heptane-5-ene